BrC=1C=C2C(=CC(OC2=CC1)(C)C)C1=CC=C(C=C1)C 6-bromo-2,2-dimethyl-4-(p-tolyl)-2H-chromene